ON1C(CC(CC1(C)C)O)(C)C 1,4-Dihydroxy-2,2,6,6-tetramethylpiperidin